COC(C1=C(C=C(C=C1)Br)C1=CC(=NC=C1OC)C(F)F)=O 4-bromo-2-(2-(difluoromethyl)-5-methoxypyridin-4-yl)benzoic acid methyl ester